(R)-3-(2-(pyridin-2-yl)dipyrrolo[2,3-b:2',3'-d]pyridin-1(6H)-yl)piperidine N1=C(C=CC=C1)C1=CC=2C(=C3C(=NC2)NC=C3)N1[C@H]1CNCCC1